dimethylaminoindane CN(C)C1CCC2=CC=CC=C12